2-chloro-N-(5-(2-(2-(((1r,4r)-4-hydroxycyclohexyl)amino)pyrimidin-5-yl)ethyl)-6-methoxypyridin-2-yl)benzenesulfonamide ClC1=C(C=CC=C1)S(=O)(=O)NC1=NC(=C(C=C1)CCC=1C=NC(=NC1)NC1CCC(CC1)O)OC